COC1=NC=C(C(=C1)C(=O)O)C(=O)O 2-methoxypyridin-4,5-dicarboxylic acid